C(C)(C)(C)OC(=O)N1CCN(CC1)C(=O)C1CC(C1)C1=CC=CC=2N(C(N(C21)C)=O)C2C(N(C(CC2)=O)CC2=CC=C(C=C2)OC)=O 4-[3-[1-[1-[(4-methoxyphenyl)methyl]-2,6-dioxo-3-piperidinyl]-3-methyl-2-oxo-benzimidazol-4-yl]cyclobutanecarbonyl]piperazine-1-carboxylic acid tert-butyl ester